trimethylchloroacetic acid COC(C(Cl)(C)C)=O